(R)-2-((1H-pyrrolo[2,3-b]pyridin-5-yl)oxy)-4-(4-((4-((4-(tert-butoxycarbonyl)piperazin-1-yl)methyl)-4'-chloro-[1,1'-biphenyl]-2-yl)(hydroxy)methyl)piperidin-1-yl)benzoic acid N1C=CC=2C1=NC=C(C2)OC2=C(C(=O)O)C=CC(=C2)N2CCC(CC2)[C@@H](O)C2=C(C=CC(=C2)CN2CCN(CC2)C(=O)OC(C)(C)C)C2=CC=C(C=C2)Cl